COC1=C(C(=O)NCC=2N(C=CN2)C)C(=CC(=C1)N1C=NC2=C1C=CC(=C2)C=2C=NN(C2)C)OC 2,6-dimethoxy-N-[(1-methylimidazol-2-yl)methyl]-4-[5-(1-methylpyrazol-4-yl)benzimidazol-1-yl]benzamide